C1(CC1)C=1C=C(OC(C(=O)C=2NC=CN2)=CN(C)C)C=CC1 2-(3-cyclopropylphenoxy)-3-(dimethylamino)-1-(1H-imidazol-2-yl)prop-2-en-1-one